tert-butyl N-[trans-(7RS,9RS)-3-cyclopropyl-5-(2-methylpropylsulfamoyl)-7-(pyridine-3-carbonylamino)-8,9-dihydro-7H-cyclopenta[h]isoquinolin-9-yl]carbamate C1(CC1)C=1N=CC2=C3C(=CC(=C2C1)S(NCC(C)C)(=O)=O)[C@@H](C[C@H]3NC(OC(C)(C)C)=O)NC(=O)C=3C=NC=CC3 |r|